Natrium caprat [O-]C(=O)CCCCCCCCC.[Na+]